CC#CC But-2-yne